C(C\C=C\CCCCCCCCCCCCCCC)(C(=O)O)C(=O)O trans-3-nonadecene-1,1-dicarboxylic acid